4-{[(2S)-2-({(2S)-2-[(tert-Butoxycarbonyl)amino]-3-methylbutanoyl}amino)propanoyl]amino}benzyl [2-(chlorocarbonyl)benzyl]2,5,8,11-tetraoxatridecan-13-ylcarbamate ClC(=O)C1=C(CN(C(OCC2=CC=C(C=C2)NC([C@H](C)NC([C@H](C(C)C)NC(=O)OC(C)(C)C)=O)=O)=O)CCOCCOCCOCCOC)C=CC=C1